2-((tert-butoxycarbonyl)amino)ethyl 3-((1S,2S,5R)-1-hydroxy-2-isopropyl-5-methylcyclohexane-1-carboxamido)-2-phenylpropanoate O[C@@]1([C@@H](CC[C@H](C1)C)C(C)C)C(=O)NCC(C(=O)OCCNC(=O)OC(C)(C)C)C1=CC=CC=C1